CN1N=CC(=C1)C1=CC(=NN1)C(=O)OC Methyl 5-(1-methyl-1H-pyrazol-4-yl)-1H-pyrazole-3-carboxylate